FC(C1=NC2=CC=C(C(=C2NC1=O)F)CN1CCN(CC1)C=1C=CC(=NC1C)C(=O)NC([2H])([2H])[2H])F 5-(4-((2-(difluoromethyl)-5-fluoro-3-oxo-4H-quinoxalin-6-yl)methyl)piperazin-1-yl)-6-Methyl-N-(methyl-d3)pyridine-2-carboxamide